[Si](C)(C)(C(C)(C)C)OCCC(CC1=C(C(=NC=C1)C(C)C)N)(F)F 4-(4-((tert-butyldimethylsilyl)oxy)-2,2-difluorobutyl)-2-isopropylpyridin-3-amine